C1(CC1)C=1C(=NN2C1C(NC(=C2)C2=CC1=C(OCCO1)C=C2)=O)C(=O)OCC ethyl 3-cyclopropyl-6-(2,3-dihydro-1,4-benzodioxin-6-yl)-4-oxo-4,5-dihydropyrazolo-[1,5-a]pyrazine-2-carboxylate